p-tert-butyl-benzenethiosulfonic acid C(C)(C)(C)C1=CC=C(C=C1)S(=O)(O)=S